(fluoromethyl) (3,3,3-trifluoropropyl) sulfite S(=O)(OCF)OCCC(F)(F)F